C(C)C1=C(C=C(C=C1)C(N[C@@H]1[C@H](C[C@H](C1)OC(F)(F)F)O)=O)NC(=O)C=1C=NC=C(C1)C1=CC(=CC=C1)F N-(2-ethyl-5-{[(1S,2S,4S)-2-hydroxy-4-(trifluoromethoxy)cyclopentyl]carbamoyl}phenyl)-5-(3-fluorophenyl)pyridine-3-Carboxamide